5-((((1S,3R)-3-(((2R,3R,4S,5S,6R)-3,4,5-trihydroxy-6-(hydroxymethyl)tetrahydro-2H-pyran-2-yl)oxy)cyclopentyl)amino)methyl)thiophen O[C@H]1[C@@H](O[C@@H]([C@H]([C@@H]1O)O)CO)O[C@H]1C[C@H](CC1)NCC1=CC=CS1